(1S,3S,5S)-N-((4-(imino(2-(phenylsulfonyl)hydrazinyl)methyl)thiophen-2-yl)methyl)-5-methyl-2-((3-phenoxybenzoyl)glycyl)-2-azabicyclo[3.1.0]hexane-3-carboxamide N=C(C=1C=C(SC1)CNC(=O)[C@H]1N([C@H]2C[C@]2(C1)C)C(CNC(C1=CC(=CC=C1)OC1=CC=CC=C1)=O)=O)NNS(=O)(=O)C1=CC=CC=C1